FC1=C(C=C2C=CN(C2=C1)CC(F)(F)F)CNC1CCOCC1 6-fluoro-5-{[(oxan-4-yl)amino]methyl}-1-(2,2,2-trifluoroethyl)-1H-indol